FC(C)(F)C1=CC=CC(=N1)C(=O)NC1=CC2=CN(N=C2C(=C1OC)C)C1CCC(CC1)C=O 6-(1,1-Difluoroethyl)-N-(2-((1R,4R)-4-formylcyclohexyl)-6-methoxy-7-methyl-2H-indazol-5-yl)picolinamide